2-chloro-3-(2-fluorobenzyl)-5-methyl-aniline ClC1=C(N)C=C(C=C1CC1=C(C=CC=C1)F)C